ClC=1N=C2N(C(C1C)=O)C=C(C=C2[C@@H](C)NC2=C(C(=O)O)C=CC=C2)C (R)-2-((1-(2-chloro-3,7-dimethyl-4-oxo-4H-pyrido[1,2-a]pyrimidin-9-yl)ethyl)amino)benzoic acid